BrC1=C(C=CC=C1)C1=NN(C=C1)C (2-bromophenyl)-1-methyl-1H-pyrazole